CC1=NN(C(=C1C1=CC=2N(C=C1)N=C(N2)N[C@@H]2[C@@H](COCC2)F)C)C2OCCCC2 7-(3,5-dimethyl-1-(tetrahydro-2H-pyran-2-yl)-1H-pyrazol-4-yl)-N-((3S,4S)-3-fluorotetrahydro-2H-pyran-4-yl)-[1,2,4]triazolo[1,5-a]pyridin-2-amine